CN1C(C2=C(C=3C=CC=NC13)OC(N2)=O)=O 5-methyl-oxazolo[4,5-c][1,8]naphthyridine-2,4(3h,5h)-dione